BrC1=C(C(=CC=C1)Cl)NC(=O)C=1C(=NC(=NC1)NC=1C=NN(C1)CCCN(C)C)OCC N-(2-bromo-6-chlorophenyl)-2-{1-[3-(dimethylamino)propyl]-4-pyrazolylamino}-4-ethoxy-5-pyrimidinecarboxamide